C(C=C)C1C(N(CCC1)C(=O)OC(C)(C)C)=O tert-butyl 3-allyl-2-oxopiperidine-1-carboxylate